ICC1OCCC1 2-(iodomethyl)tetrahydrofuran